C(C1=CC=CC=C1)OC(=O)N[C@H](C(=O)O)C=C (S)-2-(((benzyloxy)carbonyl)amino)but-3-enoic acid